NC=1C(NC(=CC1SC)C)=O 3-amino-6-methyl-4-(methylsulfanyl)-1H-pyridin-2-one